Cl.C(N)(=N)C=1C=C(CNC(C(C)C)=O)C=CC1C N-(3-carbamimidoyl-4-methylbenzyl)isobutyramide hydrochloride